(4-hydroxyphenylamino)-1,1-propanediol OC1=CC=C(C=C1)NC(CC)(O)O